2-fluoro-6-methoxy-4-(4,4,5,5-tetramethyl-1,3,2-dioxaborolan-2-yl)-benzaldehyde FC1=C(C=O)C(=CC(=C1)B1OC(C(O1)(C)C)(C)C)OC